FC(C1=CC=C(C=2N1N=CN2)NC(C)=O)(F)F N-(5-(trifluoromethyl)-[1,2,4]triazolo[1,5-a]pyridin-8-yl)acetamide